FC(C12CC(C1)(C2)C2=NN=C(O2)O)(F)F 5-(3-(trifluoromethyl)bicyclo[1.1.1]pentan-1-yl)-1,3,4-oxadiazol-2-ol